di(aziridin-1-yl)phosphinic acid (R)-4-((3-methyl-2-oxo-2,3-dihydrobenzo[d]oxazol-5-yl) oxy)-5-nitro-2,3-dihydro-1H-inden-1-yl ester CN1C(OC2=C1C=C(C=C2)OC2=C1CC[C@H](C1=CC=C2[N+](=O)[O-])OP(=O)(N2CC2)N2CC2)=O